COC(=O)[C@@H]1C(NC[C@H]1C1=CC(=C(C=C1)OC)F)=O |o1:4,8| (3S*,4R*)-4-(3-fluoro-4-methoxyphenyl)-2-oxopyrrolidine-3-carboxylic acid methyl ester